O=C1C2=C(CO1)C=1OCC3(CCN(C=C3)C(=O)OC(C)(C)C)C1C=C2 Tert-Butyl 6-Oxo-2',3',6,8-Tetrahydro-1'H,2H-Spiro[Benzo[2,1-b:3,4-c']Difuran-3,4'-Pyridine]-1'-Carboxylate